N-(3-((2-((4-(1,4-diazabicyclo[3.2.1]octan-4-yl)-2-ethylphenyl)amino)-5-(trifluoromethyl)pyrimidin-4-yl)amino)propyl)cyclobutanecarboxamide N12CCN(C(CC1)C2)C2=CC(=C(C=C2)NC2=NC=C(C(=N2)NCCCNC(=O)C2CCC2)C(F)(F)F)CC